4-(2-((2S*,3R*)-2-benzyl-3-methoxyazepan-1-yl)-6-((4-methoxybenzyl)oxy)pyridin-4-yl)morpholine C(C1=CC=CC=C1)[C@@H]1N(CCCC[C@H]1OC)C1=NC(=CC(=C1)N1CCOCC1)OCC1=CC=C(C=C1)OC |o1:7,13|